2-(((5-Chloro-3-isopropylpyrazolo[1,5-a]pyrimidin-7-yl)amino)methyl)-N,N-dimethylbenzo[d]thiazol-5-amine ClC1=NC=2N(C(=C1)NCC=1SC3=C(N1)C=C(C=C3)N(C)C)N=CC2C(C)C